(N-methylformamido)phenylboronic acid CN(C=O)C1=C(C=CC=C1)B(O)O